4-Butyl-N-[4-(pyridin-2-yl)-1,3-thiazol-2-yl]pyridin-2-amine C(CCC)C1=CC(=NC=C1)NC=1SC=C(N1)C1=NC=CC=C1